CN(C1=CC=CC=C1)CCO 2-(N-methylanilino)ethanol